CC1=C(C=CC(=C1)C)C1(CC2C(N(OC2(C)C)C)C(C1)C)C 5-(2,4-dimethylphenyl)-1,3,3,5,7-pentamethyloctahydrobenzo[c]isoxazole